(1-(tetrahydro-2H-pyran-2-yl)-1H-pyrazol-5-yl)-3-(4-((tetrahydro-1H-pyran-2-yl)oxy)butyl)-1-naphthacenecarbonitrile O1C(CCCC1)N1N=CC=C1C1=C(C2=CC3=CC4=CC=CC=C4C=C3C=C2C=C1CCCCOC1OCCCC1)C#N